3-((R)-1-((7-((S)-hexahydropyrazino[2,1-c][1,4]oxazin-8(1H)-yl)-4-methylpyrido[3,4-d]pyridazin-1-yl)amino)ethyl)-2-methylbenzonitrile C1OCCN2[C@H]1CN(CC2)C2=CC=1C(=C(N=NC1N[C@H](C)C=1C(=C(C#N)C=CC1)C)C)C=N2